C(C)OC(C(CC)OC1=CC=C(C=C1)[N+](=O)[O-])=O 4-nitrophenoxybutyric acid ethyl ester